(S)-5-(2,3-dichloro-4-(N-(1,1,1-trifluorobutan-2-yl)sulfamoyl)phenyl)-2-(5-(3-methoxy-2,2-dimethyl-3-oxopropyl)-1,3,4-oxadiazol-2-yl)thiazole-4-carboxylic acid ClC1=C(C=CC(=C1Cl)S(N[C@H](C(F)(F)F)CC)(=O)=O)C1=C(N=C(S1)C=1OC(=NN1)CC(C(=O)OC)(C)C)C(=O)O